N=1C=NN2C1C=C(C=C2)OC2=C(C=C(C=C2)NC=2C1=C(N=CN2)SC(=C1)C=1C=CC(=C(C1)NC(C=C)=O)N1CCNCC1)C N-(5-(4-((4-([1,2,4]triazolo[1,5-a]pyridin-7-yloxy)-3-methylphenyl)amino)thieno[2,3-d]pyrimidin-6-yl)-2-(piperazin-1-yl)phenyl)acrylamide